pentane-1,5-diylbis(4-((2-(((S)-2-methylpyrrolidin-1-yl) methyl)-1H-benzo[d]imidazol-5-yl) carbamoyl) benzoate) C(CCCCC1=C(C(=O)[O-])C=CC(=C1)C(NC1=CC2=C(NC(=N2)CN2[C@H](CCC2)C)C=C1)=O)C1=C(C(=O)[O-])C=CC(=C1)C(NC1=CC2=C(NC(=N2)CN2[C@H](CCC2)C)C=C1)=O